OC(C(=O)OCC)CCCC ethyl alpha-hydroxyhexanoate